BrC1=CC=C2C(=C(C=NC2=C1)N)NCC 7-bromo-N4-ethylquinoline-3,4-diamine